3-cyano-N-ethyl-N-(2,2,2-trifluoro-1-(4-fluorophenyl)ethyl)pyrazolo[1,5-a]pyrimidine-6-sulfonamide C(#N)C=1C=NN2C1N=CC(=C2)S(=O)(=O)N(C(C(F)(F)F)C2=CC=C(C=C2)F)CC